tert-butyl (1-benzyl-3-((((1s,4s)-4-(3-fluorophenyl)cyclohexyl)oxy)methyl)piperidin-4-yl)carbamate C(C1=CC=CC=C1)N1CC(C(CC1)NC(OC(C)(C)C)=O)COC1CCC(CC1)C1=CC(=CC=C1)F